2-[2-[2-cyano-5-(trifluoromethyl)phenyl]sulfanyl-ethyl]malononitrile C(#N)C1=C(C=C(C=C1)C(F)(F)F)SCCC(C#N)C#N